3-isopropyl-N,N-dimethylbenzene-1,4-diamine C(C)(C)C=1C=C(C=CC1N)N(C)C